1-isopropyl-menthane-3,9-diol C(C)(C)C1(CC(C(CC1)C(CO)C)O)C